1-((2S,4S)-4-(4-amino-3-((6-fluoro-1-methyl-1H-benzo[d]imidazol-5-yl)ethynyl)-1H-pyrazolo[4,3-c]pyridin-1-yl)-2-methylpyrrolidin-1-yl)prop-2-en-1-one NC1=NC=CC2=C1C(=NN2[C@H]2C[C@@H](N(C2)C(C=C)=O)C)C#CC2=CC1=C(N(C=N1)C)C=C2F